O=C1NCC2=CC=C(C=C12)C#N 3-oxo-isoindoline-5-carbonitrile